N-[1-[(2S,4R,5S)-5-[[bis(4-methoxyphenyl)-phenyl-methoxy]methyl]-4-hydroxy-tetrahydrofuran-2-yl]-2-oxo-pyrimidin-4-yl]acetamide COC1=CC=C(C=C1)C(OC[C@H]1[C@@H](C[C@H](O1)N1C(N=C(C=C1)NC(C)=O)=O)O)(C1=CC=CC=C1)C1=CC=C(C=C1)OC